beta-d-xylopyranose O[C@H]1[C@H](O)[C@@H](O)[C@H](O)CO1